5-[1-(2-Fluoro-6-methyl-phenyl)-piperidin-4-yl]-7-(3-trifluoromethyl-pyridin-2-ylmethyl)-2,4,5,7-tetrahydro-pyrazolo[3,4-d]pyrimidin-6-on FC1=C(C(=CC=C1)C)N1CCC(CC1)N1C(N(C=2C(C1)=CNN2)CC2=NC=CC=C2C(F)(F)F)=O